5-[1-(cyclobutyl-methyl)-8-(ethyl-methyl-amino)-2-oxo-8-phenyl-1,3-diazaspiro[4.5]decan-3-yl]-4-methoxy-pyrimidine-2-carbonitrile C1(CCC1)CN1C(N(CC12CCC(CC2)(C2=CC=CC=C2)N(C)CC)C=2C(=NC(=NC2)C#N)OC)=O